5-amino-2-methyl-N-(1-(1-methyl-1H-indol-7-yl)ethyl)benzamide NC=1C=CC(=C(C(=O)NC(C)C=2C=CC=C3C=CN(C23)C)C1)C